ethyl 3-((5-amino-2-chloropyrimidin-4-yl) (ethyl) amino)-2,2-difluoropropionate NC=1C(=NC(=NC1)Cl)N(CC(C(=O)OCC)(F)F)CC